C[C@]12CC[C@H]3[C@H]([C@@H]1CC[C@@H]2O)CC[C@H]4[C@@]3(C=CC(=O)C4)C 5β-Androst-1-en-17β-ol-3-one